isophthalic acid chloride C(C1=CC(C(=O)Cl)=CC=C1)(=O)Cl